C[C@@H]1N(C[C@H](N(C1)C(C)C=1C=C2N=CC=NC2=CC1)C)C=1C=2C(N(C(C1)=O)C)=CN(N2)CC(=O)N 2-(7-((2S,5R)-2,5-dimethyl-4-(1-(quinoxalin-6-yl)ethyl)piperazin-1-yl)-4-methyl-5-oxo-4,5-dihydro-2H-pyrazolo[4,3-b]pyridin-2-yl)acetamide